tert-butyl 2-(4-{2-[(2,3-dihydro-1H-inden-2-yl)amino]pyrimidin-5-yl}-3-(morpholin-4-ylmethyl)-1H-pyrazol-1-yl)acetate C1C(CC2=CC=CC=C12)NC1=NC=C(C=N1)C=1C(=NN(C1)CC(=O)OC(C)(C)C)CN1CCOCC1